NC[C@H](O)C=1C=NN(C1)C1=C(C=C(C#N)C=C1)OC1=NC(=NC(=C1)C1=CC(=CC=C1)C(F)(F)F)C 4-[4-[(1R)-2-amino-1-hydroxyethyl]pyrazol-1-yl]-3-[2-methyl-6-[3-(trifluoromethyl)phenyl]pyrimidin-4-yl]oxybenzonitrile